tert-butyl 4-[[1-[1-[(3R)-2,6-dioxo-3-piperidyl]-3,4-dihydro-2H-quinolin-5-yl]-4-piperidyl]oxy]piperidine-1-carboxylate O=C1NC(CC[C@H]1N1CCCC2=C(C=CC=C12)N1CCC(CC1)OC1CCN(CC1)C(=O)OC(C)(C)C)=O